C1(CCCCC1)N N-cyclohexylamine